2-(1-cyclopropyl-1H-pyrazol-4-yl)-4-[4-fluoro-2-(2,2,2-trifluoroethoxy)phenyl]-2,3-dihydro-1H-pyrrolo[3,4-c]pyridin-1-one C1(CC1)N1N=CC(=C1)N1CC=2C(=NC=CC2C1=O)C1=C(C=C(C=C1)F)OCC(F)(F)F